C1(CC1)CNP(OCC1=CC(=C(C=C1)NC([C@H](C)N=[N+]=[N-])=O)F)(=O)CC\C=C(\CO)/C 4-((S)-2-Azidopropanamido)-3-fluorobenzyl N-(cyclopropylmethyl)-P-((E)-5-hydroxy-4-methylpent-3-en-1-yl)phosphonamidate